BrC1=CC=CC(=N1)C(C)O (6-bromopyridin-2-yl)-1-ethanol